N1C(=CC2=CC=CC=C12)C(=O)N1CC=2N(CC1)N=CC2C(=O)N(C2(CC2)C2=NC=CC=N2)C 5-(1H-indole-2-carbonyl)-N-methyl-N-[1-(pyrimidin-2-yl)cyclopropyl]-4H,5H,6H,7H-pyrazolo[1,5-a]pyrazine-3-carboxamide